1-[3,5-bis(trifluoromethyl)phenyl]-3-[(3R*,4S*)-3-(4-fluorophenyl)piperidin-4-yl]-1,3-dimethylurea monohydrochloride Cl.FC(C=1C=C(C=C(C1)C(F)(F)F)N(C(=O)N(C)[C@@H]1[C@@H](CNCC1)C1=CC=C(C=C1)F)C)(F)F |o1:18,19|